BrCC(C)S(=O)(=O)C 1-Bromo-2-(methylsulfonyl)propane